(4-cyclopropyl-6-methoxypyrimidin-5-yl)-7-(4-(1-methyl-4-(trifluoromethyl)-1H-imidazol-2-yl)benzyl)-[1,2,4]triazolo[1,5-a]pyrimidine C1(CC1)C1=NC=NC(=C1C1=NN2C(N=CC=C2CC2=CC=C(C=C2)C=2N(C=C(N2)C(F)(F)F)C)=N1)OC